2-(((4-chloro-1-ethyl-1H-imidazol-5-yl)methyl)thio)-5,6,8,9-tetrahydrooxepino[4,5-d]pyrimidin-4(3H)-one ClC=1N=CN(C1CSC=1NC(C2=C(N1)CCOCC2)=O)CC